(4S,5S)-3-(3-(isoquinolin-4-yl)propanoyl)-4-methyl-5-(4-(trifluoromethyl)pyridin-2-yl)oxazolidin-2-one C1=NC=C(C2=CC=CC=C12)CCC(=O)N1C(O[C@@H]([C@@H]1C)C1=NC=CC(=C1)C(F)(F)F)=O